(3S)-3-pyrimidin-5-yl-isoxazolidine-2-carboxylic acid tert-butyl ester C(C)(C)(C)OC(=O)N1OCC[C@H]1C=1C=NC=NC1